N-[6-[3-cyano-4-(4,4,5,5-tetramethyl-1,3,2-dioxaborolan-2-yl)pyrazol-1-yl]-3-pyridinyl]carbamic acid tert-butyl ester C(C)(C)(C)OC(NC=1C=NC(=CC1)N1N=C(C(=C1)B1OC(C(O1)(C)C)(C)C)C#N)=O